tert-butyl 3-[4-[2-(2-amino-3-pyridyl)-6-(2-pyridyl)benzimidazol-1-yl]phenyl]azetidine-1-carboxylate NC1=NC=CC=C1C1=NC2=C(N1C1=CC=C(C=C1)C1CN(C1)C(=O)OC(C)(C)C)C=C(C=C2)C2=NC=CC=C2